1-(3-bromophenyl)-4-methylpyridin-2(1H)-one BrC=1C=C(C=CC1)N1C(C=C(C=C1)C)=O